ClC1=C(C(=O)NC(=O)NC2=CC(=C(C=C2)I)F)C(=CC=C1)Cl N-(2,6-dichlorobenzoyl)-N'-(3-fluoro-4-iodophenyl)urea